3-(1,3-Dioxoisoindolin-2-yl)-2-(thiophen-2-yl)propionic acid O=C1N(C(C2=CC=CC=C12)=O)CC(C(=O)O)C=1SC=CC1